4-amino-1-methyl-N-(2-oxopiperidin-1-yl)-N-(pyrazolo[1,5-a]pyridin-2-ylmethyl)-1H-pyrazolo[4,3-c]quinoline-8-carboxamide NC1=NC=2C=CC(=CC2C2=C1C=NN2C)C(=O)N(CC2=NN1C(C=CC=C1)=C2)N2C(CCCC2)=O